(S)-3-methyl-5-(N-(2-(2-methylpiperazin-1-yl)phenyl)-N-phenethylsulfamoyl)benzofuran-2-carboxylic acid ethyl ester C(C)OC(=O)C=1OC2=C(C1C)C=C(C=C2)S(N(CCC2=CC=CC=C2)C2=C(C=CC=C2)N2[C@H](CNCC2)C)(=O)=O